OC=1C=C(C=C(C1)O)CC=O 3,5-dihydroxyphenylacetaldehyde